COC=1C=C2C(=CC=NC2=CC1OC)OC1=C(C=C(C=C1)NC(=O)C1=NN(C=C1OCC)C1=C(C=C(C=C1)F)C)F N-[4-(6,7-dimethoxyquinolin-4-yl)oxy-3-fluorophenyl]-4-ethoxy-1-(4-fluoro-2-methylphenyl)pyrazole-3-carboxamide